C(CCCCCCCCCC#C\C=C/CC)CC(=O)O.C(C)(=O)OCCCCCCCCCCCC\C=C/CC (Z)-hexadec-13-en-1-yl acetate ((Z)-hexadec-13-en-11-yn-1-yl acetate)